2-(2-(3-methoxyphenyl)-3,3-diphenylallyl)-3-methylpyridine COC=1C=C(C=CC1)C(CC1=NC=CC=C1C)=C(C1=CC=CC=C1)C1=CC=CC=C1